NC1=NC=2C=C(C(=CC2C2=C1C=NN2C)C(=O)N([C@@H]2COC1=C2C=CC(=C1)OC(F)(F)F)C)F 4-amino-7-fluoro-N,1-dimethyl-N-((3S)-6-(trifluoromethoxy)-2,3-dihydro-1-benzofuran-3-yl)-1H-pyrazolo[4,3-c]quinoline-8-carboxamide